(((2R,3S,4R,5R)-5-(4-aminopyrrolo[2,1-f][1,2,4]triazin-7-yl)-5-cyano-4-hydroxy-3-(2-phenylacetoxy)tetrahydrofuran-2-yl)methoxy)methyl pivalate C(C(C)(C)C)(=O)OCOC[C@H]1O[C@@]([C@@H]([C@@H]1OC(CC1=CC=CC=C1)=O)O)(C#N)C1=CC=C2C(=NC=NN21)N